FP1OC2=C(C(C3=C(O1)C(=CC(=C3)C(C)(C)C)C(C)(C)C)C)C=C(C=C2C(C)(C)C)C(C)(C)C 6-fluoro-2,4,8,10-tetra-tert-butyl-12-methyl-dibenzo[d,g]-1,3,2-dioxaphosphocine